BrC1=C2C=NN(C2=CC=C1CCCCC(=O)OCC)C1OCCCC1 ethyl 5-(4-bromo-1-(tetrahydro-2H-pyran-2-yl)-1H-indazol-5-yl)pentanoate